(E)-N-methyl-2-((3-(2-(pyridin-2-yl)vinyl)-1H-indazol-6-yl)thio)benzamide CNC(C1=C(C=CC=C1)SC1=CC=C2C(=NNC2=C1)\C=C\C1=NC=CC=C1)=O